C1(CCCCC1)COC1=C(C2=CC=CC=C2C=C1)CC1N(CCC(C1)N)C ((2-(cyclohexylmethoxy)naphthalen-1-yl)methyl)-1-methylpiperidin-4-amine